2-Chloro-N-[3-({[4-(isoquinolin-6-ylamino)-6-(methylamino)-1,3,5-triazacyclohexan-2-yl]amino}methyl)phenyl]acetamide ClCC(=O)NC1=CC(=CC=C1)CNC1NC(NC(N1)NC=1C=C2C=CN=CC2=CC1)NC